CC1(CC2C(O1)C=1C(C(C(C1CC2)(C)C)C)(C)C)C 2,2,6,6,7,8,8-Heptamethyl-3,3a,4,5,6,7,8,8b-octahydro-2H-indeno[4,5-b]furan